(S)-4-chloro-N-((1-(6-fluoro-2,3-dimethylphenyl)cyclopropyl)(5-oxo-4,5-dihydro-1,3,4-oxadiazol-2-yl)methyl)-2-methoxybenzenesulfonamide ClC1=CC(=C(C=C1)S(=O)(=O)N[C@H](C=1OC(NN1)=O)C1(CC1)C1=C(C(=CC=C1F)C)C)OC